OC1(C2CN(C(C1)CC2)C(=O)OC(C)(C)C)C=2C=NC=CC2 tert-butyl 5-hydroxy-5-(3-pyridyl)-2-azabicyclo[2.2.2]octane-2-carboxylate